NC1=NC=CC2=C(C=CC=C12)C=1C=C2C(=NC1)N(N=C2COC2=C(C=CC=C2)CC(=O)O)C2CCC2 2-(2-((5-(1-aminoisoquinolin-5-yl)-1-cyclobutyl-1H-pyrazolo[3,4-b]pyridin-3-yl)methoxy)phenyl)acetic acid